hexadecanedioic acid monomethyl ester mono-tertiary butyl ester C(C)(C)(C)OC(CCCCCCCCCCCCCCC(=O)OC)=O